N-(4-((3-hydroxypiperidin-1-yl)methyl)thiazol-2-yl)-2-methyl-5-(3-(trifluoromethyl)phenyl)furan-3-carboxamide OC1CN(CCC1)CC=1N=C(SC1)NC(=O)C1=C(OC(=C1)C1=CC(=CC=C1)C(F)(F)F)C